C(C1=CC=CC=C1)N1CCN(CC1)C([C@@H]([C@H]([C@@H]([C@@]1(OC(O[C@@H]1C)(C)C)COCC1=CC=CC=C1)OCC1=CC=CC=C1)OCC1=CC=CC=C1)OCC1=CC=CC=C1)=O (2R,3S,4S)-1-(4-benzylpiperazin-1-yl)-2,3,4-tribenzyloxy-4-[(4R,5R)-4-(benzyloxymethyl)-2,2,5-trimethyl-1,3-dioxolane-4-yl]butan-1-one